O=C1NC(CCC1C1=CC=C(CN(CCN(C2=C(C=C(C(=C2)OC)NC2=NC=CC(=N2)C2=CN(C3=CC=CC=C23)C)NC(C=C)=O)C)C)C=C1)=O N-(2-((2-((4-(2,6-dioxopiperidin-3-yl)benzyl)(methyl)amino)ethyl)(methyl)amino)-4-methoxy-5-((4-(1-methyl-1H-indol-3-yl)pyrimidin-2-yl)amino)phenyl)acrylamide